[9H]xanthen-3-one C=1CC(C=C2OC3=CC=CC=C3CC12)=O